FC=1C(=C2C(C(NC2=CC1)=O)=O)C 5-fluoro-4-methylindole-2,3-dione